N,N-bis(hydroxyethyl)2-(2-hydroxyethyl)glycine tert-butyl-(2R,3R)-1-benzyl-3-methylazetidine-2-carboxylate C(C)(C)(C)[C@@]1(N(C[C@H]1C)CC1=CC=CC=C1)C(=O)O.OCCN(C(C(=O)O)CCO)CCO